C(C=O)C(CO)C(=O)[O-] The molecule is the conjugate base of 2-(hydroxymethyl)-4-oxobutanoic acid; major species at pH 7.3. It is a hydroxy monocarboxylic acid anion and a 4-oxo monocarboxylic acid anion. It is a conjugate base of a 2-(hydroxymethyl)-4-oxobutanoic acid.